N1(CCN(CCN(CC1)CC(=O)O)CC(=O)O)CC(=O)O 1,4,7-triazonane-N,N',N''-triacetic acid